tert-Butyl (1S,2S,5R)-2-((S)-1-((7,8-dichloro-4-oxo-3,4-dihydropyrido[4,3-d]pyrimidin-5-yl)oxy)ethyl)-3,8-diazabicyclo[3.2.1]octane-8-carboxylate ClC1=C(C=2N=CNC(C2C(=N1)O[C@@H](C)[C@@H]1[C@@H]2CC[C@H](CN1)N2C(=O)OC(C)(C)C)=O)Cl